[O-]S(=O)(=O)C(F)(F)F.C(C)(C)(C)C1=CC=C(C=C1)[S+](C1=CC=CC=C1)C1=CC=CC=C1 (4-TERT-BUTYLPHENYL)DIPHENYLSULFONIUM TRIFLATE